N-methyl-3-[2-methyl-4-(4,4,5,5-tetramethyl-1,3,2-dioxaborolan-2-yl)indazol-3-yl]propan-1-amine CNCCCC=1N(N=C2C=CC=C(C12)B1OC(C(O1)(C)C)(C)C)C